1,4-dioxa-N-(2-(1-(4-(2,6-dioxopiperidin-3-yl)-3-fluorobenzyl)piperidin-4-yl)-6-(2-hydroxypropan-2-yl)-2H-indazol-5-yl)-6-(trifluoromethyl)nicotinamide O=C1NC(CCC1C1=C(C=C(CN2CCC(CC2)N2N=C3C=C(C(=CC3=C2)NC(C2=COC(=CO2)C(F)(F)F)=O)C(C)(C)O)C=C1)F)=O